4-nitrophenyl (8-(2-chloro-5-fluorophenyl)-3-(methylcarbamoyl)-6-oxo-5,6,7,8-tetrahydroimidazo[1,5-a]pyrazin-1-yl)carbamate ClC1=C(C=C(C=C1)F)C1C=2N(CC(N1)=O)C(=NC2NC(OC2=CC=C(C=C2)[N+](=O)[O-])=O)C(NC)=O